5-(2-hydroxyethyl)-1-methylpyridin-2(1H)-one OCCC=1C=CC(N(C1)C)=O